FC(C)(F)C1=NC(=CC(=N1)NC1=CC(=NC=C1OC[C@H]1NC(CC1)=O)NC(C)=O)C (S)-N-(4-((2-(1,1-difluoroethyl)-6-methylpyrimidin-4-yl)amino)-5-((5-oxopyrrolidin-2-yl)methoxy)pyridin-2-yl)acetamide